(1S,2S,3S,4R,5S)-2,3,4-trihydroxy-1-(1-hydroxy-1-methyl-ethyl)-6,8-dioxabicyclo[3.2.1]Octane O[C@@H]1[C@@]2(CO[C@H]([C@@H]([C@H]1O)O)O2)C(C)(C)O